2,4-bis(hydroxymethyl)-3-oxopentane-1,5-diol OCC(CO)C(C(CO)CO)=O